N,N-diisopropylaminopropylamine C(C)(C)NN(NC(C)C)CCC